ClC1=C(C=CC=C1C1=C(C(=NC=C1)C1=CC=C2C(=CN(C2=C1)C)CNC[C@@H](C)OC)Cl)C1=CC=C(C(=N1)OC)CNC[C@H]1CCC(N1)=O (R)-5-((((6-(2-chloro-3-(3-chloro-2-(3-((((R)-2-methoxypropyl)amino)methyl)-1-methyl-1H-indol-6-yl)pyridin-4-yl)phenyl)-2-methoxypyridin-3-yl)methyl)amino)methyl)pyrrolidin-2-one